ClC1=C2N=C(N(C2=NC(=N1)C#CCCC)[C@@H]1OCC[C@H]1O)C=1OC(=CC1)C (2R,3R)-2-(6-chloro-8-(5-methylfuran-2-yl)-2-(pent-1-yn-1-yl)-9H-purin-9-yl)tetrahydrofuran-3-ol